4-(oxetan-3-yloxy)-5-(trifluoromethyl)-N-((R)-1-((R)-7-(trifluoromethyl)-5,6,7,8-tetrahydro-[1,2,4]triazolo[4,3-a]pyridin-3-yl)piperidin-3-yl)pyrimidin-2-amine O1CC(C1)OC1=NC(=NC=C1C(F)(F)F)N[C@H]1CN(CCC1)C1=NN=C2N1CC[C@H](C2)C(F)(F)F